C1NC[C@H]2[C@@H]1CN(C2)C(=O)OC(C)(C)C |r| tert-butyl rac-(3aR,6aS)-2,3,3a,4,6,6a-hexahydro-1H-pyrrolo[3,4-c]pyrrole-5-carboxylate